(Z)-N'-(2-cyanoethyl)-4-(1,4,4,4-tetrafluoro-3-(3,4,5-trichlorophenyl)but-1-en-1-yl)-2-(trifluoromethyl)benzoyl-hydrazine C(#N)CCNNC(C1=C(C=C(C=C1)/C(=C/C(C(F)(F)F)C1=CC(=C(C(=C1)Cl)Cl)Cl)/F)C(F)(F)F)=O